tert-butyl (2S,4S)-4-((7-bromo-2,6-dichloro-8-fluoro-3-nitroquinolin-4-yl)amino)-2-(2-(tert-butoxy)-2-oxoethyl)piperidine-1-carboxylate BrC1=C(C=C2C(=C(C(=NC2=C1F)Cl)[N+](=O)[O-])N[C@@H]1C[C@H](N(CC1)C(=O)OC(C)(C)C)CC(=O)OC(C)(C)C)Cl